N1N=NC(=C1)CNC(=O)[C@H]1N2C3=C(C=CC=C3C1)CC[C@@H](C2=O)NC([C@H](C(C)C)NC(C2=C(C=CC=C2)F)=O)=O (2S,5S)-5-[(S)-2-(2-Fluoro-benzoylamino)-3-methyl-butyrylamino]-4-oxo-1,2,4,5,6,7-hexahydro-azepino[3,2,1-hi]indole-2-carboxylic acid (1H-[1,2,3]triazol-4-ylmethyl)-amide